C1(=CC=CC=C1)CCCCCCCC[Si](OC)(OC)OC 8-phenyloctyltrimethoxysilane